trans-4-((5-(Imidazo[1,2-a]pyridin-6-yl)-4-(methylamino)pyrrolo[2,1-f][1,2,4]triazin-2-yl)amino)-1-methylcyclohexan-1-ol N=1C=CN2C1C=CC(=C2)C=2C=CN1N=C(N=C(C12)NC)NC1CCC(CC1)(O)C